tert-butyl 4-(N-(3-(2-(tert-butyl)-5-(2-((2,2-dioxido-2-thiaspiro[3.3]heptan-6-yl)amino)pyrimidin-4-yl)thiazol-4-yl)-2-fluorophenyl)sulfamoyl)indoline-1-carboxylate C(C)(C)(C)C=1SC(=C(N1)C=1C(=C(C=CC1)NS(=O)(=O)C1=C2CCN(C2=CC=C1)C(=O)OC(C)(C)C)F)C1=NC(=NC=C1)NC1CC2(CS(C2)(=O)=O)C1